tert-butyl-(4,4-dibromo-2-methyl-but-3-enoxy)-diphenyl-silane C(C)(C)(C)[Si](C1=CC=CC=C1)(C1=CC=CC=C1)OCC(C=C(Br)Br)C